2-[2-nitro-4-(trifluoromethyl)benzoyl]cyclohexane [N+](=O)([O-])C1=C(C(=O)C2CCCCC2)C=CC(=C1)C(F)(F)F